aniline carbon tetrachloride C(Cl)(Cl)(Cl)Cl.NC1=CC=CC=C1